BrC1=CC=C2C(=NN(C2=C1)C)C(=NC)N(C1=CC=C(C=C1)OC(F)(F)F)C 6-bromo-N,N',1-trimethyl-N-[4-(trifluoromethoxy)phenyl]indazole-3-carboxamidine